C1(CC1)C=1N=NN(C1)[C@H](C(=O)N1[C@@H](C[C@H](C1)O)C(=O)NC(C1=CC=C(C=C1)C)C1=CC(=CC=C1)S(=O)(=O)C)C(C)(C)C (2S,4r)-1-[(2S)-2-(4-cyclopropyl-triazol-1-yl)-3,3-dimethyl-butyryl]-4-hydroxy-N-[(3-methylsulfonylphenyl)-(p-tolyl)methyl]pyrrolidine-2-carboxamide